C(C)C1=CC(=NC=C1)NC1=CC(=C(N=N1)C(=O)NC([2H])([2H])[2H])NC1=NC=CC(=C1OC)C1=NN(C=N1)C 6-[(4-Ethylpyridin-2-yl)amino]-4-{[3-methoxy-4-(1-methyl-1H-1,2,4-triazol-3-yl)pyridin-2-yl]amino}-N-(2H3)methylpyridazin-3-carboxamid